stearyl-oleic acid monoamide C(CCCCCCCCCCCCCCCCC)C(C(=O)N)CCCCCC\C=C/CCCCCCCC